FC(C(=O)O)(F)F.O1CCC(CC1)NC(C1=CC=C(C=C1)OC\C(=C\F)\CN)=O (E)-N-(tetrahydro-2H-pyran-4-yl)-4-((2-aminomethyl-3-fluoroallyl)oxy)-benzamide trifluoroacetate